BrC=1C=C(C=CC1)C(COCCCCCCNCC(O)C1=CC(=C(C=C1)O)CO)(F)F 4-[2-({6-[2-(3-bromophenyl)-2,2-difluoroethoxy]hexyl}amino)-1-hydroxyethyl]-2-(hydroxymethyl)phenol